CC1=CC=C(C=C1)S(=O)(=O)OC1=CC(=C(C(=C1C)OCC1=CC=C(C=C1)F)C=O)OS(=O)(=O)C1=CC=C(C=C1)C 5-((4-fluorobenzyl)oxy)-4-formyl-6-methyl-1,3-phenylene bis(4-methylbenzenesulfonate)